N-[4-(1-Ethyl-piperidin-4-yl)-phenyl]-4-methyl-3-(4-pyridin-3-yl-pyrimidin-2-ylamino)-benzamide C(C)N1CCC(CC1)C1=CC=C(C=C1)NC(C1=CC(=C(C=C1)C)NC1=NC=CC(=N1)C=1C=NC=CC1)=O